2''-bromo-5''-chlorodispiro[imidazolidine-4,1'-cyclohexane-4',1''-indene]-2,5-dione BrC=1C2(C3=CC=C(C=C3C1)Cl)CCC1(CC2)NC(NC1=O)=O